C(=C\CCN)/N trans-buten-1,4-diamine